BrC1=C(N(C=2C1=NC=CC2)S(=O)(=O)C2=CC=C(C=C2)C)C2=C(C=NC=C2)OC 3-bromo-2-(3-methoxypyridin-4-yl)-1-[(4-methylphenyl)sulfonyl]-1H-pyrrolo[3,2-b]pyridine